methyl 6-((E)-3-ethoxy-3-oxoprop-1-en-1-yl)quinoline-3-carboxylate C(C)OC(/C=C/C=1C=C2C=C(C=NC2=CC1)C(=O)OC)=O